ClC1=C(C(=O)N2CCN(CC2)C(=O)OC(C)(C)C)C=CC(=C1)NC(=O)C=1N(C(=CN1)C1=C(C(=C(C=C1)C=1C(=NNC1)C)F)F)C tert-butyl 4-(2-chloro-4-(5-(2,3-difluoro-4-(3-methyl-1H-pyrazol-4-yl)phenyl)-1-methyl-1H-imidazole-2-carboxamido)benzoyl)piperazine-1-carboxylate